N1(C=NC=C1)S(=O)(=O)N1CCC(CC1)C1CCCC1 1-(1H-imidazol-1-ylsulfonyl)-4-cyclopentylpiperidine